(2,6-di-t-butyl-4-methylphenyl)isodecyl-pentaerythritol diphosphite OP(O)OP(O)O.C(C)(C)(C)C1=C(C(=CC(=C1)C)C(C)(C)C)C(O)(C(CO)(CO)CO)CCCCCCCC(C)C